N-(5-Cyclopropyl-1H-pyrazol-3-yl)-2-[rac-(3aR,6aR)-2,3,3a,4,6,6a-hexahydro-1H-pyrrolo[3,4-c]pyrrol-5-yl]pyrimidin-4-amine C1(CC1)C1=CC(=NN1)NC1=NC(=NC=C1)N1C[C@@H]2[C@@H](C1)CNC2 |r|